2,3-dihydrotryptophan N[C@@H](CC1CNC2=CC=CC=C12)C(=O)O